CC(C)(C)OC(=O)N1C[C@@H]2[C@H](C1)C2CC(=O)O 2-((1R,5S,6s)-3-(tert-butoxycarbonyl)-3-azabicyclo[3.1.0]hexan-6-yl)acetic acid